C(N)(=O)C1=CC(=NC2=C1N=CN=C2N[C@@H]2CN(CCC2)C(=O)OC(C)(C)C)C2=CC=C(C=C2)CN2C[C@H](OCC2)C tert-butyl (3S)-3-[[8-carbamoyl-6-(4-[[(2R)-2-methylmorpholin-4-yl] methyl] phenyl) pyrido[3,2-d]pyrimidin-4-yl]amino]piperidine-1-carboxylate